ClC1=CC=CC(=N1)OCC1=C(C=C(C#N)C=C1)I 4-[(6-Chloro-2-pyridyl)oxymethyl]-3-iodo-benzonitrile